OC=C(C(=O)N[C@H](C)C1=CC=CC=C1)C1=CC=C(C=C1)C1=CC=C(C=C1)CCC (2S)-3-Hydroxy-N-[(1R)-1-phenylethyl]-2-{4'-propyl-[1,1'-biphenyl]-4-yl}propenamide